1-(oxetan-3-yl)azetidin O1CC(C1)N1CCC1